C1(CC1)[C@]1(C(N(C[C@H]1C)C=1C=2N(C=C(N1)C=1C=NC=C(C1)OC)N=CC2)=O)C#N (3R,4S)-3-cyclopropyl-1-[6-(5-methoxypyridin-3-yl)pyrazolo[1,5-a]pyrazin-4-yl]-4-methyl-2-oxopyrrolidine-3-carbonitrile